C(C1=CC=CC=C1)OC(=O)NCCC1CN(CCOC1)C(=O)OC(C)(C)C tertbutyl 6-(2-(((benzyloxy)carbonyl)amino)ethyl)-1,4-oxazepane-4-carboxylate